FC1=C(C(=C(C=2C=3C(OC21)=C(C(=C(C3[2H])[2H])C3=NC(=NC(=N3)C3=C(C(=C(C(=C3[2H])[2H])[2H])[2H])[2H])C3=C(C(=C(C(=C3[2H])[2H])[2H])[2H])[2H])[2H])[2H])[2H])[2H] 2-(6-fluorodibenzo[b,d]furan-3-yl-1,2,4,7,8,9-d6)-4,6-bis(phenyl-d5)-1,3,5-triazine